4-(4-chloro-7-oxo-7,8-dihydropyrido[2,3-d]pyrimidin-6-yl)tetrahydro-2H-pyran-4-carbonitrile ClC=1C2=C(N=CN1)NC(C(=C2)C2(CCOCC2)C#N)=O